O1C(OCC1)C=1C=C(C=CC1OCC1=CC=C(C=C1)OC)C1=NC=CC(=N1)NC=1N=CC2=C(C=CC(=C2C1)C(C)C)N1CC(C1)CS(=O)(=O)C N-{2-[3-(1,3-dioxolan-2-yl)-4-[(4-methoxyphenyl)methoxy]phenyl]pyrimidin-4-yl}-5-isopropyl-8-[3-(methanesulfonylmethyl)azetidin-1-yl]isoquinolin-3-amine